C(C)(C)(C)OC(=O)N1CCC(CC1)(C(=O)O)C(=O)OC 1-(tert-butoxycarbonyl)-4-(methoxycarbonyl)piperidine-4-carboxylic acid